O1C(=NC2=C1C=CC=C2)NC(=O)C2CCCCCCC2 N-(1,3-benzoxazol-2-yl)cyclooctanamide